5-(4-Cyclohexylphenyl)-2-(3-methylpyrazin-2-yl)-3-[rac-(2S,3S)-3-(fluoromethyl)-2-methyl-azetidine-1-carbonyl]-4H-pyrazolo[1,5-a]pyrimidin-7-one C1(CCCCC1)C1=CC=C(C=C1)C=1NC=2N(C(C1)=O)N=C(C2C(=O)N2[C@H]([C@H](C2)CF)C)C2=NC=CN=C2C |r|